ClC=1C(N(C(=CC1OCC1=NC=C(C=C1F)F)C)C1=CC(=NC=C1C)C(=O)[O-])=O (P)-3-chloro-4-((3,5-difluoropyridin-2-yl) methoxy)-5',6-dimethyl-2-oxo-2H-[1,4'-bipyridyl]-2'-carboxylate